C(CCCCCCCCCCCCCC)[N+](CC1=CC=CC=C1)(C)C N-pentadecyl-N,N-dimethyl-N-benzyl-ammonium